1-allyl-6,7-dichloro-3-((1-(methylsulfonyl)piperidin-4-yl)methyl)-1,3,4,9-tetrahydro-[1,2,6]thiadiazino[4,3-g]indole 2,2-dioxide C(C=C)N1S(N(CC=2C=C(C=3C(=CNC3C21)Cl)Cl)CC2CCN(CC2)S(=O)(=O)C)(=O)=O